C(C1=CC=CC=C1)N(C(C)=O)C(=C)C1=CC=C(C=C1)C(F)(F)F N-benzyl-N-(1-(p-trifluoromethylphenyl)vinyl)acetamide